C(C1=CC=CC=C1)OC=1C=CC2=C(C(=C(O2)C)C(=O)NC2C[C@H]3CC[C@@H](C2)N3C)C1 5-(benzyloxy)-2-methyl-N-((1R,3r,5S)-8-methyl-8-azabicyclo[3.2.1]octan-3-yl)benzofuran-3-carboxamide